(2s,4r)-1-((R)-2-(2-naphthoylamino)-3-cyclohexylpropionyl)-N-(4-amino-3,4-dioxo-1-phenylbut-2-yl)-4-(piperidin-1-yl)pyrrolidine-2-carboxamide C1=C(C=CC2=CC=CC=C12)C(=O)N[C@@H](C(=O)N1[C@@H](C[C@H](C1)N1CCCCC1)C(=O)NC(CC1=CC=CC=C1)C(C(=O)N)=O)CC1CCCCC1